(R)-N-(1-(5-(3-cyano-6-(2-hydroxy-2-methylpropoxy)pyrazolo[1,5-a]pyridin-4-yl)pyridin-2-yl)-3-methylpyrrolidin-3-yl)-5-fluoro-2-methylbenzamide C(#N)C=1C=NN2C1C(=CC(=C2)OCC(C)(C)O)C=2C=CC(=NC2)N2C[C@](CC2)(C)NC(C2=C(C=CC(=C2)F)C)=O